FC=1C=C2C=C(NC2=CC1OCC=1N=CSC1)CNC(=O)C1(CC1)C([2H])([2H])[2H] N-((5-fluoro-6-(thiazol-4-ylmethoxy)-1H-indol-2-yl)methyl)-1-(methyl-d3)cyclopropane-1-carboxamide